2-[(3-Methoxy-benzenesulfonyl)-methyl-amino]-5-oxo-5H-thieno[3,2-b]pyran-6-carboxylic acid COC=1C=C(C=CC1)S(=O)(=O)N(C1=CC=2OC(C(=CC2S1)C(=O)O)=O)C